2,2-difluoro-1-(1H-indol-3-yl)ethan-1-ol FC(C(O)C1=CNC2=CC=CC=C12)F